CN(CCOC=1C=C(C=CC1)CC(=O)NCC=1SC=C2C1CN(C2=O)C2C(NC(CC2)=O)=O)C 2-(3-(2-(dimethylamino)ethoxy)phenyl)-N-((5-(2,6-dioxopiperidin-3-yl)-4-oxo-5,6-dihydro-4H-thieno[3,4-c]pyrrol-1-yl)methyl)acetamide